FC1=CC=C(C=C1)C=1N=C(SC1)NN (4-Fluorophenyl)-2-hydrazinothiazole